(R)-3-cyclopropyl-1-methyl-N-(1-(3-(m-tolyl)-1,2,4-oxadiazol-5-yl)ethyl)-1H-pyrazole-5-carboxamide C1(CC1)C1=NN(C(=C1)C(=O)N[C@H](C)C1=NC(=NO1)C=1C=C(C=CC1)C)C